C1(CC1)C=1C=NN2C1C(=CC(=C2)OC)C=2C=CC(=NC2)N2CCC(CC2)(C)NC(OC(C)(C)C)=O tert-butyl (1-(5-(3-cyclopropyl-6-methoxypyrazolo[1,5-a]pyridin-4-yl)pyridin-2-yl)-4-methylpiperidin-4-yl)carbamate